OC[C@H]1C[C@@H](NC1)C(=O)O trans-4-hydroxymethyl-D-proline